C(C)(=O)OC(C(=O)OC(C(=O)O)C)C 2-(2'-acetoxypropanoyloxy)propanoic acid